(3S,4S)-1-{2-[(S)-1-(4-fluorophenyl)ethylamino]-6-(pyrazin-2-ylamino)pyrimidin-4-yl}pyrrolidine-3,4-diol FC1=CC=C(C=C1)[C@H](C)NC1=NC(=CC(=N1)N1C[C@@H]([C@H](C1)O)O)NC1=NC=CN=C1